alpha-glutamin N[C@@H](CCC(=O)O)C(N)=O